(trans-3-(3-cyclopropyl-4-(5-fluoro-3-methylpyridin-2-yl)-1H-pyrazol-1-yl)cyclobutyl)methyl 4-methylbenzenesulfonate CC1=CC=C(C=C1)S(=O)(=O)OC[C@@H]1C[C@H](C1)N1N=C(C(=C1)C1=NC=C(C=C1C)F)C1CC1